9-(4-chloro-6-(3,3-dimethylmorpholino)-1,3,5-triazin-2-yl)-3,7-dioxa-9-azabicyclo[3.3.1]nonane ClC1=NC(=NC(=N1)N1C(COCC1)(C)C)N1C2COCC1COC2